8-(1,3-dimethyl-1H-indazol-5-yl)-N-((6-methoxypyridin-3-yl)methyl)-2,7-dimethylpyrazolo[1,5-a][1,3,5]triazin-4-amine CN1N=C(C2=CC(=CC=C12)C=1C(=NN2C1N=C(N=C2NCC=2C=NC(=CC2)OC)C)C)C